[N-]=C=O.[N-]=C=O.C1(=CC=CC=C1)OC1=CC=CC=C1 diphenylether diisocyanate